1-(2-(aminomethyl)-6-cyclopropylimidazo[1,2-a]pyridin-8-yl)-3-(2-(2-methoxyethoxy)ethyl)imidazolidine-2,4-dione NCC=1N=C2N(C=C(C=C2N2C(N(C(C2)=O)CCOCCOC)=O)C2CC2)C1